C(C=C)N1C([C@](C2=CC=CC=C12)([C@@H]1C(C2=CC=CC=C2CC1)=O)O)=O (R)-1-allyl-3-hydroxy-3-((R)-1-oxo-1,2,3,4-tetrahydronaphthalen-2-yl)indolin-2-one